(9H-fluoren-9-yl)methyl-(R)-(1-(methylamino)-1-oxo-3-(tritylthio)propan-2-yl)carbamic acid C1=CC=CC=2C3=CC=CC=C3C(C12)CN(C(O)=O)[C@H](C(=O)NC)CSC(C1=CC=CC=C1)(C1=CC=CC=C1)C1=CC=CC=C1